Methyl 5-(3-bromophenyl)-2H-1,2,6-thiadiazine-3-carboxylate 1,1-dioxide BrC=1C=C(C=CC1)C=1C=C(NS(N1)(=O)=O)C(=O)OC